N1(C=NC=C1)CC1=CC(=C2CCN(C(C2=C1)=O)C1=CC=NC2=C(N=C(C=C12)CC)CC)C=1C(=NN(C1)C)C(F)(F)F 7-((1H-Imidazol-1-yl)methyl)-2-(6,8-diethyl-1,7-naphthyridin-4-yl)-5-(1-methyl-3-(trifluoromethyl)-1H-pyrazol-4-yl)-3,4-dihydroisoquinolin-1(2H)-one